C(#N)CC1(CCC(CC1)N1CC(C1)F)N1N=C(C(=C1)C(=O)N)NC(=O)C1CC1 1-[1-(cyanomethyl)-4-(3-fluoroazetidin-1-yl)cyclohexyl]-3-(cyclopropanecarbonylamino)pyrazole-4-carboxamide